C(COCCOC)NC(CC(C)CC=C)C N-(3,6-dioxaheptyl)-2-(2-propenyl)-4-pentylamine